CNCCOCCOCCOCCOCCOCCC(=O)N 5,8,11,14,17-pentaoxa-2-azaicosan-20-amide